C(C)OC([C@@H](NC(=O)OC(C)(C)C)CCOS(=O)(=O)C)=O N-tert-butyloxycarbonyl-O-methylsulfonyl-L-homoserine ethyl ester